3,5-bis(N,N-dimethylcarbamoyloxy)benzyl chloride CN(C(=O)OC=1C=C(CCl)C=C(C1)OC(N(C)C)=O)C